1-(3-(3-(1H-pyrazol-4-yl)quinoxaline-6-carbonyl)-4-fluorophenyl)-3-(4-chloro-3-(trifluoromethyl)phenyl)urea N1N=CC(=C1)C=1C=NC2=CC=C(C=C2N1)C(=O)C=1C=C(C=CC1F)NC(=O)NC1=CC(=C(C=C1)Cl)C(F)(F)F